ferric sulfide carbon [C+4].[Fe+]=S